O[C@@]1(C(N(CC1)C)=O)C1=CC(=NO1)C=1C=C(C=CC1)C1=NC(=C2N1CCN(C2)CCC(F)(F)F)C(=O)OCC (R)-Ethyl 3-(3-(5-(3-hydroxy-1-methyl-2-oxopyrrolidin-3-yl)isoxazol-3-yl)phenyl)-7-(3,3,3-trifluoropropyl)-5,6,7,8-tetrahydroimidazo[1,5-a]pyrazine-1-carboxylate